2-hydroxy-2-methylsuccinic acid OC(C(=O)O)(CC(=O)O)C